5-methyl-5-(trifluoromethyl)tetrahydrofuran-2-carboxamide CC1(CCC(O1)C(=O)N)C(F)(F)F